NC1(CC2=CC(=CC=C2CC1)OC1=C(C=CC=C1)C1=CC(=CC=C1)F)C(=O)O 2-amino-7-((3'-fluoro-[1,1'-biphenyl]-2-yl)oxy)-1,2,3,4-tetrahydronaphthalene-2-carboxylic acid